N-(3-((6-(benzylamino)pyrimidin-4-yl)oxy)phenyl)-2-chloroacetamide C(C1=CC=CC=C1)NC1=CC(=NC=N1)OC=1C=C(C=CC1)NC(CCl)=O